C1(=CC=CC=C1)C=1C(=C(C(=NC1N)N)C1=CC=CC=C1)N diphenylpyridine-2,4,6-triamine